4-(1-(cyclopentyl(pyridin-2-yl)methyl)-5-(3,5-dimethylisoxazol-4-yl)-1H-pyrrolo[2,3-b]pyridin-3-yl)-2-(trifluoromethyl)benzoic acid C1(CCCC1)C(N1C=C(C=2C1=NC=C(C2)C=2C(=NOC2C)C)C2=CC(=C(C(=O)O)C=C2)C(F)(F)F)C2=NC=CC=C2